4-PYRIDAZINECARBOXALDEHYDE N1=NC=C(C=C1)C=O